C(C=C)(=O)N1CC2(C1)CN(CC2)C2=NC(=C(C(=N2)N2CC(C2)N(C)C)C#N)C2=C1C=NNC1=CC=C2C 2-(2-acryloyl-2,6-diazaspiro[3.4]octan-6-yl)-4-(3-(dimethylamino)azetidin-1-yl)-6-(5-methyl-1H-indazol-4-yl)pyrimidine-5-carbonitrile